ClC1=CC=C(C=C1)C1=CC(=C(O1)C)C(=O)NC1=C(C=CC(=C1)C(=O)N1CCNCC1)N1CCN(CC1)C(C1=CC=CC=C1)C1=CC=CC=C1 5-(4-chlorophenyl)-N-[2-[4-(diphenylmethyl)-1-piperazinyl]-5-(1-piperazinylcarbonyl)phenyl]-2-methyl-3-furancarboxamide